Methyl (S)-3-(4-(benzyloxy)phenyl)-2-(2-(1-(3-(pyridin-3-yl)propanoyl)piperidin-4-yl)acetamido)propanoate C(C1=CC=CC=C1)OC1=CC=C(C=C1)C[C@@H](C(=O)OC)NC(CC1CCN(CC1)C(CCC=1C=NC=CC1)=O)=O